(±)-trans-N-[8-chloro-6-[3-[(4-methoxyphenyl)methyl]-5-methyl-2-oxo-1,3-benzoxazol-6-yl]-3-isoquinolyl]-2-cyano-cyclopropanecarboxamide ClC=1C=C(C=C2C=C(N=CC12)NC(=O)[C@H]1[C@@H](C1)C#N)C1=CC2=C(N(C(O2)=O)CC2=CC=C(C=C2)OC)C=C1C |r|